pyrazine-2(1H)-one N1C(C=NC=C1)=O